[13CH]1=CC=CC=2C3=CC=CC=C3C3(C12)C1=CC=CC=C1C(C=1C=CC=CC13)=O 10H-spiro[anthracene-9,9'-fluorene]-10-one-13C